C(C1=CC=CC=C1)OC1=NC=CC(=C1)CC1=NOC(=C1)C=1C(=NC=CC1)N 3-(3-((2-(benzyloxy)pyridin-4-yl)methyl)isoxazol-5-yl)pyridin-2-amine